cyclohexylamine ethanedisulfonate salt C(CS(=O)(=O)O)S(=O)(=O)O.C1(CCCCC1)N